N1C(CSCC1)C(=O)O THIOMORPHOLINE-3-CARBOXYLIC ACID